CC1=C(C(=O)C2=CC=CC=C2C1=O)C/C=C(\\C)/CCC[C@H](C)CC/C=C(\\C)/CC/C=C(\\C)/CC/C=C(\\C)/CC/C=C(\\C)/CC/C=C(\\C)/CC/C=C(\\C)/CC/C=C(\\C)/OS(=O)(=O)[O-] The molecule is anionic form of a sulfated menaquinone-type compound arising from deprotonation of the sulfate OH; a metabolite from Mycobacterium tuberculosis lipid extracts.